O=C(CCOCC(COCCC(=O)OC1=C(C(=C(C(=C1F)F)F)F)F)(COCCC(=O)OC1=C(C(=C(C(=C1F)F)F)F)F)NC(CCC#C)=O)OC1=C(C(=C(C(=C1F)F)F)F)F bis(perfluorophenyl) 3,3'-((2-((3-oxo-3-(perfluorophenoxy)propoxy)methyl)-2-(pent-4-ynamido)propane-1,3-diyl)bis(oxy))dipropionate